(S)-3-chloro-4-((3,5-difluoropyridin-2-yl)methoxy-d2)-2'-(3-(ethylsulfonyl)-1H-pyrazol-1-yl)-5',6-dimethyl-2H-[1,4'-bipyridin]-2-one ClC=1C(N(C(=CC1OC([2H])([2H])C1=NC=C(C=C1F)F)C)C1=CC(=NC=C1C)N1N=C(C=C1)S(=O)(=O)CC)=O